ClC=1C=C(C#N)C=C(C1)CCN1C[C@H](NCC1)COC1=CC=C(C=C1)[S@](=O)(=NC)C 3-chloro-5-{2-[(3S)-3-({4-[(S)-methyl(methylimino)oxo-λ6-sulfanyl]phenoxy}methyl)piperazin-1-yl]ethyl}benzonitrile